9-octyl-9-phosphabicyclo[3.3.1]nonane-9-oxide C(CCCCCCC)P1(C2CCCC1CCC2)=O